fucosyl-(fuculose) C1([C@@H](O)[C@H](O)[C@H](O)[C@@H](O1)C)C(O)C(=O)[C@H](O)[C@H](O)[C@@H](O)C